C(C1=CC(=CC(=C1O)C(C)(C)C)C)C1=CC(=CC(=C1O)C(C)(C)C)C 6,6'-methylenebis(2-(tert-butyl)-4-methylphenol)